tetrahydrothiopyran-4-carboxamide S1CCC(CC1)C(=O)N